CC1(C(C2=CC=C(C=C2C1)C1=CC=C(C=C1)N1CCOCC1)NC(O[C@@H]1CN2CCC1CC2)=O)C (S)-quinuclidin-3-yl (2,2-dimethyl-5-(4-morpholinophenyl)-2,3-dihydro-1H-inden-1-yl)carbamate